C[C@@H]1COCCN1C=1C2=C(N=C(N1)C1=C3C(=NC=C1)NC=C3)C(=CS2)C(C)=O (R)-1-(4-(3-methylmorpholino)-2-(1H-pyrrolo[2,3-b]pyridin-4-yl)thieno[3,2-d]pyrimidin-7-yl)ethan-1-one